F[P-](F)(F)(F)(F)F.OC(CN1C=[N+](C=C1)CC)CO 1-(2,3-dihydroxypropyl)-3-ethylimidazolium hexafluorophosphate